ethoxy-2-fluoro-[1,1'-biphenyl] C(C)OC=1C(=C(C=CC1)C1=CC=CC=C1)F